NC1=C2C(=NC=N1)N(N=C2C2=C(C=1C(=NC=CC1)N2)Cl)CC2=CC=C(C#N)C=C2 4-((4-Amino-3-(3-chloro-1H-pyrrolo[2,3-b]pyridin-2-yl)-1H-pyrazolo[3,4-d]pyrimidin-1-yl)methyl)benzonitrile